8-bromo-3-(2-((tertbutyldimethylsilyl)oxy)-3,3-difluoropropyl)-7-methyl-3,7-dihydro-1H-purine-2,6-dione BrC1=NC=2N(C(NC(C2N1C)=O)=O)CC(C(F)F)O[Si](C)(C)C(C)(C)C